(2S)-3-[3-[2-[3-[(2S)-2-carboxy-2-[(3R)-pyrrolidin-3-yl]ethyl]phenoxy]ethoxy]phenyl]-2-[(3R)-pyrrolidin-3-yl]propionic acid C(=O)(O)[C@@H](CC=1C=C(OCCOC=2C=C(C=CC2)C[C@H](C(=O)O)[C@@H]2CNCC2)C=CC1)[C@@H]1CNCC1